4-Cyclopropyl-N-((S)-(4,4-difluorocyclohexyl)(7-(((1S*,4S*)-3-oxo-2-azabicyclo[2.2.1]heptan-4-yl)methyl)imidazo[1,2-b]pyridazin-2-yl)methyl)-1,2,5-oxadiazole-3-carboxamide C1(CC1)C=1C(=NON1)C(=O)N[C@H](C=1N=C2N(N=CC(=C2)C[C@@]23C(N[C@@H](CC2)C3)=O)C1)C1CCC(CC1)(F)F |o1:21,24|